4-(4-(7-chloro-4-(morpholin-4-carbonyl)quinolin-2-yl)phenyl)-4-nitrobutanoic acid methyl ester COC(CCC([N+](=O)[O-])C1=CC=C(C=C1)C1=NC2=CC(=CC=C2C(=C1)C(=O)N1CCOCC1)Cl)=O